NC1=C(C=CC(=C1C)Br)NCCO 2-(2-amino-4-bromo-3-methylphenylamino)ethan-1-ol